2-((2R,3S)-3-amino-1-phenylpiperidin-2-yl)-3-bromo-5-chloro-N-(thiophen-2-ylmethyl)thieno[3,2-b]pyridin-7-amine N[C@@H]1[C@@H](N(CCC1)C1=CC=CC=C1)C1=C(C2=NC(=CC(=C2S1)NCC=1SC=CC1)Cl)Br